C[Si](C1=CC(=CC=C1)B1OC(C(O1)(C)C)(C)C)(C1=CC=CC=C1)C dimethyl(phenyl)(3-(4,4,5,5-tetramethyl-1,3,2-dioxaborolan-2-yl)phenyl)silane